(S)-3-((5-chloro-2-((2-(difluoro-methoxy)-4-(3,4-dimethylpiperazin-1-yl)phenyl)amino)pyrimidin-4-yl)amino)thiophene-2-carboxamide ClC=1C(=NC(=NC1)NC1=C(C=C(C=C1)N1C[C@@H](N(CC1)C)C)OC(F)F)NC1=C(SC=C1)C(=O)N